NC[C@@H]1C[C@H](C1)N1N=C(C(=C1)NC=1C=NN(C1)C)C1CC1 1-(trans-3-(aminomethyl)cyclobutyl)-3-cyclopropyl-N-(1-methyl-1H-pyrazol-4-yl)-1H-pyrazol-4-amine